C1(=CC=CC=C1)C=1OC2=C(C1[Se]C1=CC=CC=C1)C=CC=C2 2-phenyl-3-(phenylseleno)benzofuran